3-methyl-2,3-dihydro-1H-indene-1-amine hydrochloride Cl.CC1CC(C2=CC=CC=C12)N